C(C=C)(=O)N1[C@H]([C@H](OCC1)C)C1=CC(=NC(=C1)Cl)C1=CC(=NC=N1)C(=O)NC 6-(4-((2R,3S)-4-acryloyl-2-methylmorpholin-3-yl)-6-chloropyridin-2-yl)-N-methylpyrimidin-4-carboxamide